S(N)(=O)(=O)C12CC(C1)(C2)C(=O)OC Methyl 3-sulfamoylbicyclo[1.1.1]pentane-1-carboxylate